cis-2-(3-ethyl-2-methyl-2,3-dihydro-1H-pyrrolo[1,2,3-de]quinoxalin-5-yl)-7-fluoro-1-methyl-1H-benzo[d]imidazole-5-carboxylic acid C(C)[C@@H]1[C@@H](NC=2C=CC=C3C2N1C(=C3)C3=NC1=C(N3C)C(=CC(=C1)C(=O)O)F)C